ClC=1C=CC(=C(C1)/C=C/C(=O)O)C(F)F (E)-3-(5-chloro-2-(difluoromethyl)phenyl)acrylic acid